FC(C1=NC=C(C=N1)NC(=O)N1[C@H](CCC1)C(=O)NC1=CC=C(C=C1)C1=CC=C(C=C1)C(=O)O)(F)F 4'-[(1-{[2-(trifluoromethyl)pyrimidin-5-yl]carbamoyl}-D-prolyl)amino][1,1'-biphenyl]-4-carboxylic acid